tert-butyldimethyl-(2,3,6-trimethylphenoxy)silane C(C)(C)(C)[Si](OC1=C(C(=CC=C1C)C)C)(C)C